ClC=1N=CC=C2C=NN(B(C12)O)C1=NC=CC=C1 8-chloro-2-(2-pyridyl)-1,2-dihydro-2,3,7-triaza-1-bora-1-naphthol